1-benzhydryl-2-methylazetidin-3-one C(C1=CC=CC=C1)(C1=CC=CC=C1)N1C(C(C1)=O)C